CC1=CN=C(N1CC1=C(C=CC=C1)O)C1=CC=C(C=C1)C 2-((5-methyl-2-(p-tolyl)-1H-imidazol-1-yl)methyl)phenol